C(C=C)(=O)N1CC(N(C2(CC2)C1)[S@@](=O)C)C1=CC(=NC(=C1)Cl)C1=CC(=NC=N1)C(=O)NC 6-(4-(7-acryloyl-4-((S)-methylsulfinyl)-4,7-diazaspiro[2.5]octan-5-yl)-6-chloropyridin-2-yl)-N-methylpyrimidine-4-carboxamide